BrC1=C(SC(=C1)Cl)[C@@H]1[C@H](C1)C(=O)O |r| (rac)-(1S*,2S*)-2-(3-bromo-5-chlorothiophen-2-yl)-cyclopropane-1-carboxylic acid